(1r,3s)-3-((tert-butyldimethylsilyl)oxy)-3-ethylcyclobut-1-ylamine [Si](C)(C)(C(C)(C)C)OC1(CC(C1)N)CC